Azetidin-1-yl-5-bromo-4-cyclobutoxy-6-hexadecylpyrimidine N1(CCC1)C1=NC(=C(C(=N1)OC1CCC1)Br)CCCCCCCCCCCCCCCC